2-(2-chloropropanoylamino)benzoic acid ClC(C(=O)NC1=C(C(=O)O)C=CC=C1)C